phenylamino(ethyl)piperidine-3-carboxamide C1(=CC=CC=C1)NC1N(CCCC1C(=O)N)CC